C(C)(=O)N1C=2NC(=NC(C2N=C1)=O)NC(C(C)C)=O N-(9-acetyl-6-oxo-6,9-dihydro-3H-purin-2-yl)isobutyramide